1-ethynyl-4-ethoxybenzene C(#C)C1=CC=C(C=C1)OCC